trifluoroacetic acid tert-Butyl-4-[4-ethoxy-5-(8-methoxy-2-methylimidazo[1,2-a]pyridin-6-ylcarbamoyl)pyrimidin-2-yl]piperazine-1-carboxylate C(C)(C)(C)OC(=O)N1CCN(CC1)C1=NC=C(C(=N1)OCC)C(NC=1C=C(C=2N(C1)C=C(N2)C)OC)=O.FC(C(=O)O)(F)F